ClC1=CC=C(C(=C1C(=O)OC)C=O)OC methyl 6-chloro-2-formyl-3-methoxybenzoate